8-[4-(dimethylamino)piperidin-1-yl]-3-(2,4-dimethylbenzenesulfonyl)-4H,5H-[1,2,3]triazolo[1,5-a]quinazolin-5-one CN(C1CCN(CC1)C1=CC=C2C(NC=3N(C2=C1)N=NC3S(=O)(=O)C3=C(C=C(C=C3)C)C)=O)C